2-(4-cyclopropyl-6-methoxypyrimidin-5-yl)-4-(4-(1-fluoro-5,6,7,8-tetrahydroimidazo[1,5-a]pyrazin-3-yl)benzyl)oxazolo[5,4-c]pyridine C1(CC1)C1=NC=NC(=C1C=1OC=2C(=NC=CC2N1)CC1=CC=C(C=C1)C1=NC(=C2N1CCNC2)F)OC